ClC1=C(C=C(C=2C3=C(NC12)[C@@H](CNC(C3)=O)CC(C)(F)F)C3=NN(N=C3)C)Cl (R)-7,8-Dichloro-5-(2,2-difluoropropyl)-10-(2-methyl-2H-1,2,3-triazol-4-yl)-3,4,5,6-tetrahydroazepino[4,5-b]indol-2(1H)-one